[Ag+].C(C1=CC=CC=C1)(=O)[O-] benzoate silver salt